2-({2-chloro-5-cyano-3-[4-(1-methylazetidin-3-yl)piperazin-1-yl]phenyl}amino)-4-(ethylamino)pyrazolo[1,5-a][1,3,5]triazine-8-carbonitrile ClC1=C(C=C(C=C1N1CCN(CC1)C1CN(C1)C)C#N)NC1=NC=2N(C(=N1)NCC)N=CC2C#N